3,4-Dimethylbenzoic acid [(2R)-3-(3-ethyl-4-oxo-spiro[6,8-dihydro-5H-pyrazolo[4,3-c]azepin-7,4'-tetrahydropyran]-1-yl)-2-methyl-propyl] ester C(C)C1=NN(C2=C1C(NCC1(CCOCC1)C2)=O)C[C@H](COC(C2=CC(=C(C=C2)C)C)=O)C